FC=1C(=C2CC[C@H](C2=CC1)OC1=CC=C(C=C1)[C@H](CC(=O)O)C#CC)C=1C=NC(=CC1)O[C@H]1COCC1 (S)-3-(4-(((R)-5-fluoro-4-(6-(((R)-tetrahydrofuran-3-yl)oxy)pyridin-3-yl)-2,3-dihydro-1H-inden-1-yl)oxy)phenyl)hex-4-ynoic acid